C1=CC=CC=2C3=CC=CC=C3C(C12)COC(=O)N[C@H](C(=O)OC(C)(C)C)CC1=C(C=CC(=C1)Cl)C1=CN=CS1 tert-butyl (S)-2-((((9H-fluoren-9-yl)methoxy)carbonyl)amino)-3-(5-chloro-2-(thiazol-5-yl)phenyl)propanoate